N[C@@H](CCSCC)CO ethioninol